HEPTANE-2-CARBOXALDEHYDE CC(CCCCC)C=O